3-(3-fluorophenyl)acrylamide FC=1C=C(C=CC1)C=CC(=O)N